5-(4-cyclohexylphenyl)-3-[3-(fluoromethyl)azetidine-1-carbonyl]-2-(3-methylpyrazin-2-yl)-4H-pyrazolo[1,5-a]pyrimidin-7-one C1(CCCCC1)C1=CC=C(C=C1)C=1NC=2N(C(C1)=O)N=C(C2C(=O)N2CC(C2)CF)C2=NC=CN=C2C